FC1=C2C=CN=CC2=C(C(=C1)F)CO (5,7-difluoroisoquinolin-8-yl)methanol